C(CCC)(=O)O[C@H]1CC[C@@H]2[C@@]1(CC[C@@H]1[C@]3(CCC=4N=C(SC4C3=CC[C@@H]21)NC2=C(C=CC(=C2)Cl)OC)C)C (5aR,5bS,7aS,8S,10aS,10bR)-2-((5-chloro-2-methoxyphenyl)amino)-5a,7a-dimethyl-5,5a,5b,6,7,7a,8,9,10,10a,10b,11-dodecahydro-4H-cyclopenta[7,8]phenanthro[2,1-d]thiazol-8-yl butyrate